(S)-5-Methyl-1,2,5-thiadiazolidine-3-carboxylic acid 1,1-dioxide CN1C[C@H](NS1(=O)=O)C(=O)O